α-butyl-α-ethyl-glutaric acid C(CCC)C(C(=O)O)(CCC(=O)O)CC